4-((1S)-1-(6-ethyl-2-((4-fluorophenyl)ethynyl)-4,5,6,7-tetrahydrobenzo[b]thiophene-3-carboxamido)ethyl)benzoic acid C(C)C1CCC2=C(SC(=C2C(=O)N[C@@H](C)C2=CC=C(C(=O)O)C=C2)C#CC2=CC=C(C=C2)F)C1